N-{7-methyl-4-[({(1S,4S)-4-[(1RS,2SR)-2-methylcyclopropyl]cyclohexyl}oxy)methyl]-6-oxo-1,3,4,6-tetrahydro-2H-quinolizin-3-yl}methanesulfonamide CC=1C(N2C(C(CCC2=CC1)NS(=O)(=O)C)COC1CCC(CC1)[C@H]1[C@H](C1)C)=O |r|